(3R,4s)-3-fluoro-4-oxopiperidine-1-carboxylic acid tert-butyl ester C(C)(C)(C)OC(=O)N1C[C@H](C(CC1)=O)F